pentafluoroaniline C1(=C(C(=C(C(=C1F)F)F)F)F)N